ClC1=NC=C(C=C1C1=C2C=CN(C(C2=CC(=C1)CN1C(=NC=C1)NC)=O)[C@@H](C)C1=CC(=CC=C1)OC)CO (S)-5-(2-chloro-5-(hydroxymethyl)pyridin-3-yl)-2-(1-(3-methoxyphenyl)ethyl)-7-((2-(methylamino)-1H-imidazol-1-yl)methyl)isoquinolin-1(2H)-one